(S)-9-(4-chloro-2-fluorophenyl)-2-iodo-3-methyl-7-(2-(1-methyl-pyrazol-4-yl)morpholino)-4H-pyrazino[1,2-a]pyrimidin-4-one ClC1=CC(=C(C=C1)C1=NC(=CN2C1=NC(=C(C2=O)C)I)N2C[C@@H](OCC2)C=2C=NN(C2)C)F